hydroxyacrylate (hydroxyethyl acrylate) OCCC(C(=O)O)=C.OC(C(=O)O)=C